2,4,6-trichlorophenyl-hydrazine ClC1=C(C(=CC(=C1)Cl)Cl)NN